(2-(6-amino-2-ethylpyridin-3-yl)phenyl)pyridin-2-ol NC1=CC=C(C(=N1)CC)C1=C(C=CC=C1)C=1C(=NC=CC1)O